4-(5-chloro-2-(difluoromethoxy)phenyl)-6-methylpyridine-3-carboxylic acid ClC=1C=CC(=C(C1)C1=C(C=NC(=C1)C)C(=O)O)OC(F)F